C1(CCCC1)NC(=O)OC=1C=C(C=CC1)C=1C=NC=C(C(=O)OC)C1 methyl 5-(3-((cyclopentylcarbamoyl)oxy)phenyl)nicotinate